(E)-4-(((2-(1H-pyrrol-2-yl)-1H-benzo[d]imidazol-5-yl)imino)methyl)-2,6-dibromobenzene-1,3-diol N1C(=CC=C1)C1=NC2=C(N1)C=CC(=C2)\N=C\C2=C(C(=C(C(=C2)Br)O)Br)O